3-bromo-4-fluoro-1-[(4-methoxyphenyl)methyl]pyrazole methyl-2-amino-5-(chlorodifluoromethoxy)benzoate COC(C1=C(C=CC(=C1)OC(F)(F)Cl)N)=O.BrC1=NN(C=C1F)CC1=CC=C(C=C1)OC